(1R,4R,7R)-2-{2-[1-(cyclopropylmethyl)-7-(piperidin-3-yl)-1H-indol-2-yl]-7-methoxy-1-methyl-1H-1,3-benzodiazole-5-carbonyl}-2-azabicyclo[2.2.1]heptan-7-amine C1(CC1)CN1C(=CC2=CC=CC(=C12)C1CNCCC1)C1=NC2=C(N1C)C(=CC(=C2)C(=O)N2[C@@H]1CC[C@H](C2)[C@H]1N)OC